4-((1H-benzo[d]imidazol-2-yl)methoxy)-3-methoxyaniline N1C(=NC2=C1C=CC=C2)COC2=C(C=C(N)C=C2)OC